C1=CC=CC=2C3=CC=CC=C3C(C12)COC(=O)N[C@H](C(=O)OC(C)(C)C)CC1=CC=C(C=C1)[N+](=O)[O-] tert-butyl (S)-2-((((9H-fluoren-9-yl)methoxy)carbonyl)amino)-3-(4-nitrophenyl)propanoate